C(C)N1C(C(=NC2=CC=CC=C12)C1=CC=C(C=C1)C(F)(F)F)=O 1-ethyl-3-(4-(trifluoromethyl)phenyl)quinoxalin-2-one